C(C)(C)(C)OC(NC1=CC(=CC=C1)COC1=CC(=C(C=C1)C=1OC=CC1)C=O)=O (3-((3-formyl-4-(furan-2-yl)phenoxy)methyl)phenyl)carbamic acid tert-butyl ester